(S)-1-(1-(3-oxo-1-(1H-pyrazol-4-yl)-4,6,7,8-tetrahydro-3H-9-oxa-2-thia-4-azabenzo[cd]azulen-5-yl)ethyl)-1H-pyrazole-4-carbonitrile O=C1NC(=C2C3=C1SC(=C3OCCC2)C=2C=NNC2)[C@H](C)N2N=CC(=C2)C#N